6-[4-[4-(trifluoromethyl)benzoyl]piperazine-1-carbonyl]-4H-1,4-benzoxazin-3-one FC(C1=CC=C(C(=O)N2CCN(CC2)C(=O)C=2C=CC3=C(NC(CO3)=O)C2)C=C1)(F)F